(2S,5S)-5-{(2S,3S)-2-[2-(2-Fluoro-ethoxy)-acetylamino]-3-methyl-pentanoylamino}-4-oxo-1,2,4,5,6,7-hexahydro-azepino[3,2,1-hi]indole-2-carboxylic acid (thiophen-3-ylmethyl)-amide S1C=C(C=C1)CNC(=O)[C@H]1N2C3=C(C=CC=C3C1)CC[C@@H](C2=O)NC([C@H]([C@H](CC)C)NC(COCCF)=O)=O